rac-4-(2-((3aR,5r,6aS)-5-benzyl-5-methoxyhexahydrocyclopenta[c]pyrrol-2(1H)-yl)-1-hydroxyethyl)-2-fluorophenol C(C1=CC=CC=C1)C1(C[C@@H]2[C@@H](CN(C2)CC(O)C2=CC(=C(C=C2)O)F)C1)OC